Ethyl 3-(3-(2-(2-(2-fluoro-5-((6-fluoro-4-(hydroxymethyl)-1H-indol-5-yl)oxy)phenyl)-1H-imidazol-5-yl)-7-(2H-tetrazol-5-yl)heptan-2-yl)phenyl)propanoate FC1=C(C=C(C=C1)OC=1C(=C2C=CNC2=CC1F)CO)C=1NC(=CN1)C(C)(CCCCCC=1N=NNN1)C=1C=C(C=CC1)CCC(=O)OCC